FC(CC(C)(O)C)O 1-fluoro-3-methylbutane-1,3-diol